2-[4-(4-fluorophenyl)-5-(2-fluoropyridin-4-yl)-1H-imidazol-1-yl]-1-(piperazin-1-yl)ethan-1-one FC1=CC=C(C=C1)C=1N=CN(C1C1=CC(=NC=C1)F)CC(=O)N1CCNCC1